2-benzyl-2-methylbutanenitrile C(C1=CC=CC=C1)C(C#N)(CC)C